C(C=C)C=1N=CC(=NC1)CC1=C2C=CNC2=CC(=C1OC=1C=CC(=C(C(=N)SC)C1)F)F methyl 5-((4-((5-allylpyrazin-2-yl)methyl)-6-fluoro-1H-indol-5-yl)oxy)-2-fluorobenzimidothioate